inden-3-ol C1C=C(C2=CC=CC=C12)O